(1,3-dimethyl-azetidin-3-yl)-(4-propyl-phenyl)-methanol CN1CC(C1)(C)C(O)C1=CC=C(C=C1)CCC